COCC1(CC(C(O1)C(=O)OCC)=O)C ethyl rac-5-(methoxymethyl)-5-methyl-3-oxotetrahydrofuran-2-carboxylate